ClC1=CC=C(O[C@H](C(=O)NOC(CNC(OC(C)(C)C)=O)C)C)C=C1 tert-butyl N-(2-{[(2S)-2-(4-chlorophenoxy)propanamido]oxy}propyl)carbamate